(3α,5α)-19-methoxy-3-(methoxymethyloxy)-androstan-17-one COC[C@]12CC[C@H](C[C@@H]1CC[C@H]1[C@@H]3CCC([C@@]3(C)CC[C@H]21)=O)OCOC